Benzyl (4S)-4-{[(tert-butoxy)carbonyl]amino}-3-oxopentanoate C(C)(C)(C)OC(=O)N[C@H](C(CC(=O)OCC1=CC=CC=C1)=O)C